CC1=CC=CC(=N1)C1=C(N=CN1)C=1C=C2C=C(C=NC2=CC1)C1=CC[C@@H](CC1)NC(C)=O N-[(1R)-4-[6-[5-(6-methyl-2-pyridyl)-1H-imidazol-4-yl]-3-quinolyl]cyclohex-3-en-1-yl]acetamide